C(C)(C)(C)OC(=O)N[C@@H](C(C)(C)C)C(=O)O N-(tert-butoxycarbonyl)-L-tert-leucine